Cl.O1C=C(C=C1)[C@@H]1NCCC2=CC=CC=C12 (R)-1-(furan-3-yl)-1,2,3,4-tetrahydroisoquinoline hydrochloride